[Au]C#N.[Zn] zinc aurous cyanide